FC1=C(C=CC(=C1CO)F)N(C(OC(C)(C)C)=O)S(=O)(=O)C=1C(=NC=C(C1)F)OC tert-butyl (2,4-difluoro-3-(hydroxymethyl)phenyl)((5-fluoro-2-methoxypyridin-3-yl)sulfonyl)carbamate